O=C1N(C(C=C1)=O)CC(NCCOCCOCCOCCOCCNC(OC(C)(C)C)=O)=O tert-butyl [17-(2,5-dioxo-2,5-dihydro-1H-pyrrol-1-yl)-16-oxo-3,6,9,12-tetraoxa-15-azaheptadec-1-yl]carbamate